3,5-dinitro-4-chloropyrazole [N+](=O)([O-])C1=NNC(=C1Cl)[N+](=O)[O-]